tert-butyl 6-(4,4,5,5-tetramethyl-1,3,2-dioxaborolan-2-yl)-3-azabicyclo[4.1.0]heptane-3-carboxylate CC1(OB(OC1(C)C)C12CCN(CC2C1)C(=O)OC(C)(C)C)C